C1(=CC=CC=C1)C=1N=C(OC1C1=CC=CC=C1)CCC(=O)OCCN(CC)CC 2-(diethyl amino)ethyl 4,5-diphenyl-2-oxazolepropionate